CC=1C=C(C(=CC1)N)N 4-methylbenzene-1,2-diamine